(S)-3-(3-(4-hydroxy-1,5-dimethyl-2-oxo-1,2-dihydropyridin-3-yl)ureido)-3-(3'-methoxy-2'-methylbiphenyl-3-yl)propanoic acid ethyl ester C(C)OC(C[C@@H](C=1C=C(C=CC1)C1=C(C(=CC=C1)OC)C)NC(=O)NC=1C(N(C=C(C1O)C)C)=O)=O